(1s,4s)-4-(ethoxycarbonyl)-1-hydroxycyclohexanecarboxylic acid C(C)OC(=O)C1CCC(CC1)(C(=O)O)O